BrC=1C(=NC=CC1N)C(F)(F)F 3-bromo-2-(trifluoromethyl)pyridin-4-amine